C(C)(C)(C)C1=NN(C(=C1)N)C1=CC=C(C=C1)F 3-(tert-Butyl)-1-(4-fluorophenyl)-1H-pyrazol-5-amine